1-(tert-butyl) 2-methyl (2S,4R)-4-(tosyloxy)pyrrolidine-1,2-dicarboxylate S(=O)(=O)(C1=CC=C(C)C=C1)O[C@@H]1C[C@H](N(C1)C(=O)OC(C)(C)C)C(=O)OC